FC=1C=CC2=C(NC(=N2)[C@H]2N(CCC3=C2N=CN3)CC=3SC=CN3)C1 (S)-2-((4-(6-fluoro-1H-benzo[d]imidazol-2-yl)-6,7-dihydro-1H-imidazo[4,5-c]pyridin-5(4H)-yl)methyl)thiazole